3-(4-methylphenyl)-N-(3-fluoro-4-((5-methylpyrazolo[1,5-a]pyrimidin-7-yl)oxy)phenyl)-2,4-dioxo-1,2,3,4-tetrahydropyrimidine-5-carboxamide CC1=CC=C(C=C1)N1C(NC=C(C1=O)C(=O)NC1=CC(=C(C=C1)OC1=CC(=NC=2N1N=CC2)C)F)=O